1-(4-chlorobenzyl)-1H-indole-5-carbaldehyde ClC1=CC=C(CN2C=CC3=CC(=CC=C23)C=O)C=C1